3-hydroxy-1-methyl-2-oxopyrrolidin OC1C(N(CC1)C)=O